(S)-4-prolyl-N-(m-tolyl)piperazin-1-carboxamide Tert-butyl-(S)-2-(4-(m-tolylcarbamoyl)piperazin-1-carbonyl)pyrrolidin-1-carboxylate C(C)(C)(C)OC(=O)N1[C@@H](CCC1)C(=O)N1CCN(CC1)C(NC=1C=C(C=CC1)C)=O.N1[C@@H](CCC1)C(=O)N1CCN(CC1)C(=O)NC=1C=C(C=CC1)C